CC1(COCCN1CCNC(=O)C=1C=C(C(=NC1)C)NC(=O)C1=NN=C2N1C=CC(=C2)C=2C=NN(C2)C)C N-(5-((2-(3,3-dimethylmorpholino)ethyl)carbamoyl)-2-methylpyridin-3-yl)-7-(1-methyl-1H-pyrazol-4-yl)-[1,2,4]triazolo[4,3-a]pyridine-3-carboxamide